C(C)P(CC)CC triethyl(phosphine)